C(C)(C)(C)OC(=O)N1S(C=CC=C1CO)(=O)=O (hydroxymethyl)-1,2-thiazine-2-carboxylic acid tert-butyl ester 1,1-dioxide